methyl 1-(2-ethoxy-2-ethoxy)-4-fluoropiperidine-4-carboxylate C(C)OC(C)ON1CCC(CC1)(C(=O)OC)F